2-[Carboxy-(4-chloro-phenyl)-methyl]-3-(4-chloro-phenyl)-1-oxo-1,2,3,4-tetrahydro-isoquinoline C(=O)(O)C(N1C(C2=CC=CC=C2CC1C1=CC=C(C=C1)Cl)=O)C1=CC=C(C=C1)Cl